4'-fluoro-6-(6,7,8,9-tetrahydro-5H-imidazo[1,5-a]azepine-5-yl)biphenyl-3-carbonitrile FC1=CC=C(C=C1)C1=CC(=CC=C1C1CCCCC=2N1C=NC2)C#N